ethyl 2,2,3,3-tetrafluoropropyl carbonate C(OCC)(OCC(C(F)F)(F)F)=O